FC(CN1CCC2(CC1)CN(C1=CC=CC=C12)S(=O)(=O)C1=CC=C(C=C1)S(=O)(=O)N(C)C)(C)F 4-{[1'-(2,2-difluoropropyl)-1,2-dihydrospiro[indole-3,4'-piperidin]-1-yl]sulfonyl}-N,N-dimethylbenzene-1-sulfonamide